COC(=O)C1=C(CCC1)C1=NC=C(C(=O)OC)C=C1[N+](=O)[O-] methyl 6-(2-(methoxycarbonyl)cyclopent-1-en-1-yl)-5-nitronicotinate